FC(C)(F)C1=NC(=CC(=N1)NC1=CC(=NC=C1OCC=1C=NN(C1C)C)NC(C)=O)C N-(4-((2-(1,1-difluoroethyl)-6-methylpyrimidin-4-yl)amino)-5-((1,5-dimethyl-1H-pyrazol-4-yl)methoxy)pyridin-2-yl)acetamide